1-[(2S)-2-hydroxypropanoyl]-1,4lambda5-azaphosphinan-4-one O[C@H](C(=O)N1CCP(CC1)=O)C